C1(=CC=CC=C1)C1=NN2C(NCCC2C=2C=C(C=CC2)C)=C1 (-)-2-Phenyl-7-(m-tolyl)-4,5,6,7-tetrahydropyrazolo[1,5-a]pyrimidine